(S,E)-tert-Butyl 8-(tert-butyldiphenylsilyloxy)-2-methyloct-5-en-4-ylcarbamate [Si](C1=CC=CC=C1)(C1=CC=CC=C1)(C(C)(C)C)OCC/C=C/[C@H](CC(C)C)NC(OC(C)(C)C)=O